(4-(3-phenylnaphthalen-2-yl)phenyl)boronic acid C1(=CC=CC=C1)C=1C(=CC2=CC=CC=C2C1)C1=CC=C(C=C1)B(O)O